CC1=C(NC=C1C1(CC1)C=1C=NC(=CC1)C(F)(F)F)C(=O)NC(C)C1=NNC=N1 3-methyl-N-[1-(1H-1,2,4-triazol-3-yl)ethyl]-4-{1-[6-(trifluoromethyl)pyridin-3-yl]Cyclopropyl}-1H-pyrrole-2-carboxamide